O=C(C(C(=O)[O-])CCC)CC ketovalproate